trans-3-((7-isopropyl-7H,7'H-[2,5'-bipyrrolo[2,3-d]pyrimidin]-4-yl)amino)bicyclo[2.2.2]octane-2-carboxylic acid C(C)(C)N1C=CC2=C1N=C(N=C2NC2C(C1CCC2CC1)C(=O)O)C1=CNC=2N=CN=CC21